COC=1C=C2CCC(C(C2=CC1)=O)C1CCN(CC1)C(=O)OC(C)(C)C tert-butyl 4-(6-methoxy-1-oxo-3,4-dihydro-2H-naphthalen-2-yl)piperidine-1-carboxylate